O1C(OCC1)C1CCN(CC1)C1=C(C=C(C=N1)C1=CC=CN=N1)C(F)(F)F 6-(6-(4-(1,3-dioxolan-2-yl)piperidin-1-yl)-5-(trifluoromethyl)pyridin-3-yl)pyridazine